N-{[2-(cyclobutylmethoxy)-3,5-difluorophenyl]methyl}-5-{2-acetamidoimidazo[1,2-b]pyridazin-6-yl}-2-methoxy-6-methylpyridine-3-carboxamide C1(CCC1)COC1=C(C=C(C=C1F)F)CNC(=O)C=1C(=NC(=C(C1)C=1C=CC=2N(N1)C=C(N2)NC(C)=O)C)OC